CCOC(=O)N[C@@H]1CC[C@@H]2[C@@H](C1)C[C@@H]3[C@H]([C@H]2/C=C/C4=NC=C(C=C4)C5=CC(=CC=C5)F)[C@H](OC3=O)C The molecule is a carbamate ester that is the ethyl ester of [(1R,3aR,4aR,6R,8aR,9S,9aS)-9-{(E)-2-[5-(3-fluorophenyl)pyridin-2-yl]ethynyl}-1-methyl-3-oxododecahydronaphtho[2,3-c]furan-6-yl]carbamic acid. A protease-activated receptor-1 antagonist used (as its sulfate salt) for the reduction of thrombotic cardiovascular events in patients with a history of myocardial infarction (MI) or with peripheral arterial disease. It has been shown to reduce the rate of a combined endpoint of cardiovascular death, MI, stroke and urgent coronary revascularisation. It has a role as a protease-activated receptor-1 antagonist, a platelet aggregation inhibitor and a cardiovascular drug. It is a member of pyridines, a carbamate ester, an organofluorine compound, a naphthofuran and a lactone. It is a conjugate base of a vorapaxar(1+).